C(C(=C)C)(=O)[O-].[NH+]1=CC=CC=C1 Pyridinium methacrylate